NCCC(=O)OC1CCC2(C3CCC4(C(CCC4C3CC=C2C1)[C@H](C)CCCC(C)C)C)C 10,13-dimethyl-17-((R)-6-methylheptan-2-yl)-2,3,4,7,8,9,10,11,12,13,14,15,16,17-tetradecahydro-1H-cyclopenta[a]phenanthren-3-yl 3-aminopropanoate